C(/C(=C/C(=O)O)/C(=O)O)C(=O)O cis-propene-1,2,3-tricarboxylic acid